4-(((3-ethyl-6,7-dihydrospiro[cyclopenta[d]pyrazolo[1,5-a]pyrimidine-5,1'-cyclopentan]-8-yl)amino)methyl)benzenesulfonamide C(C)C=1C=NN2C1N=C1C(=C2NCC2=CC=C(C=C2)S(=O)(=O)N)CCC12CCCC2